CC(C)(C)OC(=O)NCCCCCC(=O)O boc-ε-aminocaproic acid